C(CCC)NC(COC=1C=CC=2C(C=3C=CC=CC3CCC2C1)NC(CCCOC1=C(C=C(C(=C1)[N+](=O)[O-])C(C)O)OC)=O)=O N-[6-[2-(butylamino)-2-oxo-ethoxy]-2-tricyclo[9.4.0.03,8]pentadeca-1(11),3(8),4,6,12,14-hexaenyl]-4-[4-(1-hydroxyethyl)-2-methoxy-5-nitro-phenoxy]butanamide